C1(CCCCC1)C[C@H](C(=O)N1CC2(CCCC2)[C@@](CC1)(O)CN1CC=C(C(=C1)C(=O)N1CCNCC1)C1CC1)C 1-(((R)-7-((R)-3-Cyclohexyl-2-methylpropanoyl)-10-hydroxy-7-azaspiro[4.5]decan-10-yl)methyl)-4-cyclopropyl-5-(piperazine-1-carbonyl)pyridin